C(C)(=O)C=1C=C(C=CC1)NC(=O)NC=1C=C2C(N(C=NC2=CC1)CCCN1CCOCC1)=O 1-(3-acetylphenyl)-3-(3-(3-morpholinopropyl)-4-oxo-3,4-dihydroquinazolin-6-yl)urea